CC1=NNC2=CC=C(C=C12)C1=NN=C(N1CC=1C=NC(=CC1)C(F)(F)F)C 3-methyl-5-(5-methyl-4-((6-(trifluoromethyl)pyridin-3-yl)methyl)-4H-1,2,4-triazol-3-yl)-1H-indazole